NC1=CC=C(CCN2C(OC(C2=O)C)C=2C(=NN(C2)C2=CC=C(C=C2)Br)C2=NC=C(C=C2)F)C=C1 3-(4-Aminophenethyl)-2-(1-(4-bromophenyl)-3-(5-fluoropyridin-2-yl)-1H-pyrazol-4-yl)-5-methyloxazolidin-4-one